C(C)OC(/C(=C/OC1=CC2=C(N(CC(CS2(=O)=O)(CCC)C)C2=CC=CC=C2)C=C1SC)/F)=O (Z)-2-fluoro-3-((3-methyl-7-(methylthio)-1,1-dioxido-5-phenyl-3-propyl-2,3,4,5-tetrahydro-1,5-benzothiaazepin-8-yl)oxy)acrylic acid ethyl ester